benzyl (2-(2-fluoro-2-methylpropyl)-2-azabicyclo[2.1.1]hexan-4-yl)carbamate FC(CN1C2CC(C1)(C2)NC(OCC2=CC=CC=C2)=O)(C)C